CC1CNCO1 5-methyloxazolidin